[Cl-].C[N+]12CN3CN(CN(C1)C3)C2 1-methyl-3,5,7-triaza-1-azoniaadamantane chloride